C(C)C1=NC(=CC(=N1)N1CC2(C1)CN(CC2)C(=O)OC(C)(C)C)C(F)(F)F tert-butyl 2-(2-ethyl-6-(trifluoromethyl)pyrimidin-4-yl)-2,6-diazaspiro[3.4]octane-6-carboxylate